C(C)OCCCC ethoxymethyl-propane